exo-3-benzyl-3-azabicyclo[3.2.1]octan-8-amine C(C1=CC=CC=C1)N1CC2CCC(C1)C2N